tert-Butyl (R)-3-[(4-{[(2S*,4R*)-2-methyl-1-propionyl-1,2,3,4-tetrahydroquinolin-4-yl]amino}phenyl)carbamoyl]pyrrolidine-1-carboxylate C[C@@H]1N(C2=CC=CC=C2[C@@H](C1)NC1=CC=C(C=C1)NC(=O)[C@H]1CN(CC1)C(=O)OC(C)(C)C)C(CC)=O |o1:1,9|